ClC=1C=C(C=CC1F)NC(NCC)=O 3-(3-chloro-4-fluorophenyl)-1-ethylurea